[Si](C)(C)(C(C)(C)C)O[C@H]1C[C@](N(C1)C(=O)OC(C)(C)C)(C(=O)OC)C 1-(tert-butyl) 2-methyl (2S,4S)-4-((tert-butyldimethylsilyl)oxy)-2-methyl-pyrrolidine-1,2-dicarboxylate